OC1(CC1)C(=O)N 1-hydroxycyclopropane-1-carboxamide